2-[8-[(1-methylindazol-5-yl)amino]-1-oxo-2-isoquinolyl]acetic acid CN1N=CC2=CC(=CC=C12)NC=1C=CC=C2C=CN(C(C12)=O)CC(=O)O